BrC1=C(OC=2C=C3OC=4C=CC=CC4B4C3=C(C2)OC=2C=CC=CC24)C=CC=C1 7-(2-Bromophenoxy)-5,9-dioxa-13b-boranaphtho[3,2,1-de]anthracene